N1N=CC(=C1)CNC(=O)NC1=CC=C(C=C1)C1=NN(C2=CC=CC(=C12)C)C 1-((1H-Pyrazol-4-yl)methyl)-3-(4-(1,4-dimethyl-1H-indazol-3-yl)phenyl)urea